5-(2-fluoro-6-hydroxy-4-methyl-3-(phenylethynyl)phenyl)-1,2,5-thiadiazolidin-3-one 1,1-dioxide FC1=C(C(=CC(=C1C#CC1=CC=CC=C1)C)O)N1CC(NS1(=O)=O)=O